CN1CCC(CC1)N1N=CC=C1 1-(1-methylpiperidin-4-yl)-1H-pyrazol